N1C(=NC2=C1C=CC=C2)C=2C=C(C=CC2)NC2=NC=C(C=C2)C=2N=NC=CC2 N-[3-(1H-benzo[d]imidazol-2-yl)phenyl]-5-(pyridazin-3-yl)pyridin-2-amine